CC(C)(C)C=1C(OC(C1)=O)=O 3-(1,1-dimethylethyl)-2,5-furandione